tert-butyl 3-(3-methoxy-4-methylbenzoyl)-5-methyl-2-oxopiperidine-1-carboxylate COC=1C=C(C(=O)C2C(N(CC(C2)C)C(=O)OC(C)(C)C)=O)C=CC1C